butyl-(((3aR,4R,6R,6aS)-2,2-dimethyl-6-(9-methylene-6,7,8,9-tetrahydro-2H-2,3,5,6-tetraazabenzo[cd]azulen-2-yl)tetrahydro-4H-cyclopenta[d][1,3]dioxol-4-yl)methyl)carbamate C(CCC)OC(NC[C@H]1C[C@H]([C@@H]2OC(O[C@@H]21)(C)C)N2C=C1C(CCNC=3C1=C2N=CN3)=C)=O